n-methyldiacetamide CN(C(C)=O)C(=O)C